4,5'-Dihydroxy-3,5-dimethoxybibenzyl OC1=C(C=C(C=C1OC)CCC1=CC=CC(=C1)O)OC